Cl[Sb-](Cl)(Cl)(Cl)(Cl)Cl.[NH2+]1CCCC1 Pyrrolidinium hexachloroantimonate